N-[4-[[6-(dimethylamino)-7-methoxy-1,5-naphthyridin-4-yl]oxy]-3-fluorophenyl]-5-(4-fluorophenyl)-6-methyl-4-oxo-1-propan-2-ylpyridine-3-carboxamide CN(C=1N=C2C(=CC=NC2=CC1OC)OC1=C(C=C(C=C1)NC(=O)C1=CN(C(=C(C1=O)C1=CC=C(C=C1)F)C)C(C)C)F)C